8-methyl-6-(5-methyl-3,4-dihydro-2H-quinoxalin-1-yl)pyrido[2,3-d]pyrimidin-7-one CN1C(C(=CC2=C1N=CN=C2)N2CCNC1=C(C=CC=C21)C)=O